P(=O)([O-])([O-])[O-].C(=O)(O)CC[N+](C)(C)C.C(=O)(O)CC[N+](C)(C)C.C(=O)(O)CC[N+](C)(C)C N-carboxyethyl-trimethylammonium phosphate